2-Methoxymethyl-p-phenylendiamin Sulfat S(=O)(=O)(O)O.COCC1=C(C=CC(=C1)N)N